C1CCC2=C(C=3CCCC3C=C12)NC(=O)NS(=O)(=O)/C=C/C1N(CC1)C(=O)OC(C)(C)C tert-butyl (E)-2-(2-(N-((1,2,3,5,6,7-hexahydro-s-indacen-4-yl)carbamoyl)sulfamoyl)vinyl)-azetidine-1-carboxylate